C(C)C1=NN(C2=C1C(NCC1(CCOCC1)C2)=O)CCOC(=O)C2=NOC(=C2)C.FC2=C(C=CC(=C2)F)CCCN=C=O 2,4-difluoro-1-(3-isocyanatopropyl)benzene 2-(3-ethyl-4-oxo-spiro[6,8-dihydro-5H-pyrazolo[4,3-c]azepine-7,4'-tetrahydropyran]-1-yl)ethyl-5-methylisoxazole-3-carboxylate